methyl 2-(5'-chloro-6-((6-(4-cyanophenyl)thiazolo[4,5-b]pyrazin-2-yl)carbamoyl)-2'-methoxy-[1,1'-biphenyl]-3-yl)acetate ClC=1C=CC(=C(C1)C1=CC(=CC=C1C(NC=1SC=2C(=NC=C(N2)C2=CC=C(C=C2)C#N)N1)=O)CC(=O)OC)OC